COCC1=C(C(=CC(=C1)OC)COC)OC 2,6-bis(methoxymethyl)-1,4-dimethoxybenzene